FC(C1=NC(=C(C(=N1)C(F)(F)F)CC#N)C(F)(F)F)(F)F 2,4,6-tris(trifluoromethyl)-5-pyrimidinylacetonitrile